C(C1=CC=CC=C1)S(=O)(=O)CC1=CC=C(C=C1)NC(=O)C=1C=C(C=CC1)C=1C=NC(=C(C(=O)OC)C1)C Methyl 5-(3-((4-((benzylsulfonyl)methyl)phenyl)carbamoyl)phenyl)-2-methylnicotinate